C(C)C1=CC=NC=C1C(=O)N 4-ethylnicotinamide